(3-amino-6-bromo-5-(trifluoromethyl)pyrazin-2-yl)(4-methyl-3-phenylpiperazin-1-yl)methanone NC=1C(=NC(=C(N1)C(F)(F)F)Br)C(=O)N1CC(N(CC1)C)C1=CC=CC=C1